C(C)C(C1=CC=CC=C1)N(C(=S)OCC1=CC2=C(OC(O2)(F)F)C=C1N)N1C(C2=CC=CC=C2C1=O)=O (6-amino-2,2-difluorobenzo[d][1,3]dioxol-5-yl)methanol ethyl-benzyl(1,3-dioxoisoindolin-2-yl)carbamothioate